4-azido-2-methoxy-6-phenylnicotinic acid N(=[N+]=[N-])C1=CC(=NC(=C1C(=O)O)OC)C1=CC=CC=C1